FC(O[C@H]1C[C@H](NC1)C(=O)OC)F methyl (2S,4S)-4-(difluoromethoxy)pyrrolidine-2-carboxylate